Dimethyl-Lauramide 2,5-dioxopyrrolidin-1-yl-(S)-2-(4-(4-chlorophenyl)-2,3,9-trimethyl-6H-thieno[3,2-f][1,2,4]triazolo[4,3-a][1,4]diazepin-6-yl)acetate O=C1N(C(CC1)=O)[C@H](C(=O)O)C1C=2N(C3=C(C(=N1)C1=CC=C(C=C1)Cl)C(=C(S3)C)C)C(=NN2)C.CC(C(=O)N)(CCCCCCCCCC)C